3-(5-(((1R,2S)-2-(3,3-difluoropyrrolidin-1-yl)cyclohexyl)oxy)-1-oxoisoindolin-2-yl)piperidine-2,6-dione FC1(CN(CC1)[C@@H]1[C@@H](CCCC1)OC=1C=C2CN(C(C2=CC1)=O)C1C(NC(CC1)=O)=O)F